1-(5Z,8Z,11Z,14Z,17Z-eicosapentaenoyl)-2-(9Z,12Z-heptadecadienoyl)-glycero-3-phosphoserine CCCC/C=C\C/C=C\CCCCCCCC(=O)O[C@H](COC(=O)CCC/C=C\C/C=C\C/C=C\C/C=C\C/C=C\CC)COP(=O)(O)OC[C@@H](C(=O)O)N